CN(CCCC(=O)OC)C methyl 4-(dimethylamino)butanoate